4-(1-(2-Chloro-4-((((1r,3r)-3-hydroxy-3-methylcyclobutyl)amino)methyl)phenyl)-1H-pyrazol-4-yl)-2-((1-(methylsulfonyl)piperidin-4-yl)amino)pyrimidine-5-carbonitrile ClC1=C(C=CC(=C1)CNC1CC(C1)(C)O)N1N=CC(=C1)C1=NC(=NC=C1C#N)NC1CCN(CC1)S(=O)(=O)C